C1(CC1)C1CN(CCN1)C=1C2=CN(N=C2C(=CC1)C(=O)NC=1C=C(C=2N(C1)C=C(N2)C)F)C 4-(3-cyclopropylpiperazin-1-yl)-N-{8-fluoro-2-methylimidazo[1,2-a]pyridin-6-yl}-2-methylindazole-7-carboxamide